C(C1=CC=CC=C1)OC(NC[C@@]1([C@H](C[C@H](CC1)S(=O)(=O)C)O)O)=O |o1:11,12,14| benzyl(((1S*,2S*,4S*)-1,2-dihydroxy-4-(methylsulfonyl)cyclohexyl)methyl)carbamate